BrC1=CC(=NC2=CC(=C(C=C12)N(C1CCC(CC1)C(=O)N(C)C)C)OC)C (1r,4r)-4-((4-bromo-7-methoxy-2-methylquinolin-6-yl)(methyl)amino)-N,N-dimethylcyclohexane-1-carboxamide